C1(CC1)N(C=1C2=C(N=CN1)N(C=C2)CC2C(CNCC2)(F)F)CC2=CC=C(C=C2)C(F)(F)F N-Cyclopropyl-7-((3,3-difluoropiperidin-4-yl)methyl)-N-(4-(trifluoromethyl)benzyl)-7H-pyrrolo[2,3-d]pyrimidin-4-amine